S-ethyl (S)-2-(2,2-dimethyl-5-oxo-1,3-dioxolan-4-yl)ethanethioate CC1(OC([C@@H](O1)CC(SCC)=O)=O)C